3-(4-(3-ethylphenyl)-4H-1,2,4-triazol-3-yl)-2-(6-methyl-4-(trifluoromethyl)pyridin-2-yl)hexahydrocyclopenta[c]pyrrol-1(2H)-one C(C)C=1C=C(C=CC1)N1C(=NN=C1)C1C2C(C(N1C1=NC(=CC(=C1)C(F)(F)F)C)=O)CCC2